BrC=1C=CC(=NC1)S1(NCCC1)=O 1-(5-Bromopyridin-2-yl)-4,5-dihydro-3H-isothiazole 1-oxide